6-chloro-5-(2-isopropyl-4-methoxyphenoxy)pyrimidine-2,4-diamine ClC1=C(C(=NC(=N1)N)N)OC1=C(C=C(C=C1)OC)C(C)C